[Ni].C=1=CCCC1.C=1=CCCC1 bis(1,5-cyclopentadiene) nickel